C(=O)(OC(C)(C)C)N1C=C(C2=CC=CC=C12)C(=O)O N-Boc-indole-3-carboxylic acid